ethyl 4-methyl-5-oxo-4,5-dihydroisoxazole-3-carboxylate CC1C(=NOC1=O)C(=O)OCC